1-(1H-indol-5-yl)-3-(5-(3-(trifluoromethoxy)phenyl)-1,3,4-thiadiazol-2-yl)urea N1C=CC2=CC(=CC=C12)NC(=O)NC=1SC(=NN1)C1=CC(=CC=C1)OC(F)(F)F